ClC1=CC=C(C=C)C(=C1)Cl 4,6-dichlorostyrene